COC1=CC=C(C=C1)CN(C1=C(C=C(C(=N1)OC)CCC=O)F)CC1=CC=C(C=C1)OC 3-[6-[bis[(4-methoxyphenyl)methyl]amino]-5-fluoro-2-methoxy-3-pyridyl]propanal